(3R)-2'-{6-amino-5-[(1R)-1-(pyridin-3-yl)ethoxy]pyridin-3-yl}-N-(propan-2-yl)-5',6'-dihydrospiro[pyrrolidine-3,4'-pyrrolo[1,2-b]pyrazole]-1-carboxamide NC1=C(C=C(C=N1)C=1C=C2N(N1)CC[C@]21CN(CC1)C(=O)NC(C)C)O[C@H](C)C=1C=NC=CC1